1-(((S)-10-Hydroxy-7-((R)-2-phenylpiperazine-1-carbonyl)-7-azaspiro[4.5]decan-10-yl)methyl)-4-(1-methyl-3-(trifluoromethyl)-1H-pyrazol-5-yl)pyridin-2(1H)-one O[C@]1(CCN(CC12CCCC2)C(=O)N2[C@@H](CNCC2)C2=CC=CC=C2)CN2C(C=C(C=C2)C2=CC(=NN2C)C(F)(F)F)=O